C(C)(C)N(C1=CC=C(C=N1)CNC(OC(C)(C)C)=O)C tert-Butyl ((6-(isopropyl(methyl)amino)pyridin-3-yl)methyl)carbamate